C1(CC1)C=1N=NN(C1)[C@H](C(=O)N1[C@@H](C[C@H](C1)O)C(=O)NCC1=C(C=C(C=C1)C)N1CCOCC1)C(C)(C)C (2S,4R)-1-[(2S)-2-(4-cyclopropyltriazol-1-yl)-3,3-dimethyl-butanoyl]-4-hydroxy-N-[(4-methyl-2-morpholino-phenyl)methyl]pyrrolidine-2-carboxamide